COC=1C=C(C(=O)C2C(N(CC(C2)C)C(=O)OC(C)(C)C)=O)C=CC1C tert-Butyl 3-(3-methoxy-4-methyl-benzoyl)-5-methyl-2-oxo-piperidine-1-carboxylate